N1(CCNCC1)CCCN1CCC(CC1)N1C[C@H]2N(C=3C(=NN=C(C3)C3=C(C=CC=C3)O)NC2)CC1 (S)-2-(8-(1-(3-(piperazin-1-yl)propyl)piperidin-4-yl)-6,6a,7,8,9,10-hexahydro-5H-pyrazino[1',2':4,5]pyrazino[2,3-c]pyridazin-2-yl)phenol